N1=C(C=CC=C1)CCSCCSCCC1=NC=CC=C1 1,8-bis(2-pyridinyl)-3,6-dithiaoctane